IN1C(C(CC1=O)O)=O N-iodohydroxysuccinimide